C(C)N1N=C2N=C(C=NC2=C1)N[C@@H](CC)C=1C=C(C=CC1)NC(C1=CN=CC(=C1)C)=O (S)-N-(3-(1-((2-ethyl-2H-pyrazolo[3,4-b]pyrazin-6-yl)amino)propyl)phenyl)-5-methylnicotinamide